tert-butyl N-[(2S)-1-[5-chloro-3-(5-cyano-1,3-oxazol-2-yl)-7-[(furan-2-ylmethyl)amino]furo[3,2-b]pyridin-2-yl]propan-2-yl]carbamate ClC1=CC(=C2C(=N1)C(=C(O2)C[C@H](C)NC(OC(C)(C)C)=O)C=2OC(=CN2)C#N)NCC=2OC=CC2